3-methylpiperazine-1-carboxylic acid tert-butylMethyl ester C(C)(C)(C)COC(=O)N1CC(NCC1)C